(R)-7-cyclobutyl-N-(1,1-dioxido-2,3-dihydrothiophen-3-yl)-2-oxo-8-phenoxy-1,2-dihydroquinoline-3-carboxamide C1(CCC1)C1=CC=C2C=C(C(NC2=C1OC1=CC=CC=C1)=O)C(=O)N[C@H]1CS(C=C1)(=O)=O